4-(4-(1-((4-fluorophenyl)sulfonyl)azetidine-3-carbonyl)-3,4-dihydro-2H-pyrido[4,3-b][1,4]oxazin-8-yl)benzonitrile FC1=CC=C(C=C1)S(=O)(=O)N1CC(C1)C(=O)N1C2=C(OCC1)C(=CN=C2)C2=CC=C(C#N)C=C2